8-chloro-N-(1-(methylsulfonyl)piperidin-4-yl)-7-(1H-pyrazol-4-yl)-[1,2,4]triazolo[1,5-a]pyridin-2-amine ClC=1C=2N(C=CC1C=1C=NNC1)N=C(N2)NC2CCN(CC2)S(=O)(=O)C